4-chloro-1H-pyrazole-3-amine ClC=1C(=NNC1)N